BrCCCCCCC1=CC=CC=2N=C(NC21)C2=NC=CC=C2 6-bromohexyl-2-(2-pyridyl)-benzimidazole